1'-((2-ethyl-5-fluoro-3-oxo-3,4-dihydroquinoxalin-6-yl)methyl)-N,2-dimethyl-1',2',3',6'-tetrahydro-[3,4'-bipyridine]-6-carboxamide C(C)C1=NC2=CC=C(C(=C2NC1=O)F)CN1CCC(=CC1)C=1C(=NC(=CC1)C(=O)NC)C